5-(1-methyl-1H-pyrazol-4-yl)-2-methoxy-4-bromonitrobenzene CN1N=CC(=C1)C=1C(=CC(=C(C1)[N+](=O)[O-])OC)Br